ClC=1C(=NC=CC1SC=1N=CC(=NC1)N1CCC2([C@@H]([C@@H](OC2)C)NC(OC(C)(C)C)=O)CC1)NC1CCNCC1 tert-butyl ((3S,4S)-8-(5-((3-chloro-2-(piperidin-4-ylamino)pyridin-4-yl)thio)pyrazin-2-yl)-3-methyl-2-oxa-8-azaspiro[4.5]decan-4-yl)carbamate